C1(C(CCCC1)C(=O)OCCCCCCC(C)C)C(=O)OCCCCCCC(C)C diisononyl cyclohexane-1,2-dicarboxylate